NC1=C(C=2C(=NC=C(C2S1)F)C=1C2=C(C=3C=NC(=NC3C1F)N1CC(C(C1)N1C3CN(CC1CC3)C)OC)COC2)C#N 2-Amino-7-fluoro-4-(5-fluoro-3-(3-methoxy-4-(3-methyl-3,8-diazabicyclo[3.2.1]octan-8-yl)pyrrolidin-1-yl)-7,9-dihydrofuro[3,4-f]quinazolin-6-yl)thieno[3,2-c]pyridine-3-carbonitrile